C1N2C=3C(NC(=NC3NCC2CN1C1=CC=C(C(N[C@@H](CCC(=O)[O-])C(=O)O)=O)C=C1)N)=O N5,N10-methylene-5,6,7,8-tetrahydrofolate